1-(4'-fluoro-[1,1'-biphenyl]-3-yl)-N-(4-methyl-1-azabicyclo[3.2.2]non-4-yl)piperidine-4-carboxamide FC1=CC=C(C=C1)C1=CC(=CC=C1)N1CCC(CC1)C(=O)NC1(CCN2CCC1CC2)C